((fluoromethyl)(trifluoromethyl)amino)-1-(2-(3-(trifluoromethoxy)phenethyl)phenoxy)butan-2-ol methyl-[3-benzyloxy-5-hydroxyphenyl]acetate CC(C(=O)OC(C(OC1=C(C=CC=C1)CCC1=CC(=CC=C1)OC(F)(F)F)N(C(F)(F)F)CF)CC)C1=CC(=CC(=C1)O)OCC1=CC=CC=C1